BrC1=C(C=C(OCCCC2CCN(CC2)CC(=O)NC2=CC=C3C(=NN(C3=C2)C)C2C(NC(CC2)=O)=O)C=C1)C 2-[4-[3-(4-bromo-3-methyl-phenoxy)propyl]-1-piperidyl]-N-[3-(2,6-dioxo-3-piperidyl)-1-methyl-indazol-6-yl]acetamide